ClC=1C(N(C=C(N1)Cl)C=1C=NN(C1)C)=O 3,5-dichloro-1-(1-methyl-1H-pyrazol-4-yl)pyrazin-2(1H)-one